CC=1N=C(SC1C)NC(=NC(=O)NC1=CC(=CC=C1)[N+](=O)[O-])N 4,5-dimethylthiazol-2-yl-N''-(3-nitroaniline-carbonyl)-guanidine